1-(3,5-dichlorophenyl)-3-methyl-5-oxo-N-[[2-(2,2,2-trifluoroethoxy)pyridin-4-yl]methyl]pyrrolidine-3-carboxamid ClC=1C=C(C=C(C1)Cl)N1CC(CC1=O)(C(=O)NCC1=CC(=NC=C1)OCC(F)(F)F)C